1-propyl-2,3,4,5-tetramethylpyrazole C(CC)N1N(C(C(=C1C)C)C)C